5-benzoyl-2,3-dihydro-1H-pyrrolopyrrolidine-1-carboxylic acid C(C1=CC=CC=C1)(=O)C1NC2=C(C1)N(CC2)C(=O)O